(S)-tert-butyl (1-((4-ethyl-4,9-dihydroxy-3,14-dioxo-3,4,12,14-tetrahydro-1H-pyrano[3',4':6,7]indolizino[1,2-b]quinolin-10-yl)methyl)piperidin-4-yl)carbamate C(C)[C@]1(C(OCC=2C(N3CC=4C(=NC=5C=CC(=C(C5C4)CN4CCC(CC4)NC(OC(C)(C)C)=O)O)C3=CC21)=O)=O)O